NC=1C=C(C(=O)N[C@@H]2C(NC(C2)=O)=O)C=CC1 (S)-3-amino-N-(2,5-dioxopyrrolidin-3-yl)benzamide